glycyl-beta-alanyl-L-histidine NCC(=O)NCCC(=O)N[C@@H](CC1=CNC=N1)C(=O)O